3-(1-cyclopropyl-3-(2-fluoro-4-(trifluoromethoxy)benzyl)ureido)-N-(tetrahydrofuran-3-yl)piperidine-1-carboxamide C1(CC1)N(C(=O)NCC1=C(C=C(C=C1)OC(F)(F)F)F)C1CN(CCC1)C(=O)NC1COCC1